CC=1C=C(C=C(C1)C)NC(CO\N=C(\C(C(=O)OCC)(C)CI)/C)=O (E)-ethyl 3-((2-((3,5-dimethylphenyl) amino)-2-oxoethoxy) imino)-2-(iodomethyl)-2-methylbutyrate